COC1=CC=C(C=C1)S(=O)(=O)NC1=C(C=C(C(=C1)Cl)Cl)N N-4-methoxybenzenesulfonyl-4,5-dichloro-o-phenylenediamine